C(C)(CC)C1=CC(C2=CC=3CCCC3C=C12)[Si](C1C=CC2=CC=3CCCC3C=C12)(C)C (3-(sec-butyl)-1,5,6,7-tetrahydro-s-indacen-1-yl)dimethyl-(1,5,6,7-tetrahydro-s-indacen-1-yl)silane